C1=CC=CC=2C3=CC=CC=C3C(C12)COC(=O)N[C@@H](CS(=O)(=O)[O-])C(=O)NCCNC(=O)OCC1=CC=CC=C1.[K+] potassium (R)-2-((((9H-fluoren-9-yl)methoxy)carbonyl)amino)-3-((2-(((benzyloxy)carbonyl)amino)ethyl)amino)-3-oxopropane-1-sulfonate